((S)-3-(4-(trifluoromethyl)phenyl)morpholino)pyrimidin FC(C1=CC=C(C=C1)[C@H]1COCCN1C1=NC=CC=N1)(F)F